HEXAHYDRO-DIBENZO[A,G]QUINOLIZINE C1CCCC2C1=C1C=C3C(=CN1CC2)C=CC=C3